ClC1=CC=C(C(=N1)C=1C=C(C(=C(C=O)C1)B1OC(C(O1)(C)C)(C)C)F)NC(C)C=1C=C(C=C2C(C(=C(OC12)N1CCCCC1)C)=O)C 5-(6-chloro-3-((1-(3,6-dimethyl-4-oxo-2-(piperidin-1-yl)-4H-chromen-8-yl)ethyl)amino)pyridin-2-yl)-3-fluoro-2-(4,4,5,5-tetramethyl-1,3,2-dioxaborolan-2-yl)benzaldehyde